O.[Na].N[C@@H](CCC(=O)O)C(=O)O L-glutamic acid monosodium hydrate